1,2,5-thiadiazol-3(2H)-one S1NC(C=N1)=O